CN1N=CC(=C1)C1=C2C(=NC=C1)NC=C2C2=CC(=NC=C2)N2CCN(CC2)C 4-(1-methyl-1H-pyrazol-4-yl)-3-(2-(4-methylpiperazin-1-yl)pyridin-4-yl)-1H-pyrrolo[2,3-b]pyridine